4,4,5,5-tetramethyl-2-(6-methyl-3'-(pyrene-1-yl)-[1,1'-biphenyl]-3-yl)-1,3,2-dioxaborolan CC1(OB(OC1(C)C)C=1C=C(C(=CC1)C)C1=CC(=CC=C1)C1=CC=C2C=CC3=CC=CC4=CC=C1C2=C34)C